N-[5-(hydroxymethyl)pyridazin-3-yl]-N-[(4-methoxyphenyl)methyl]cyclopropanesulfonamide OCC=1C=C(N=NC1)N(S(=O)(=O)C1CC1)CC1=CC=C(C=C1)OC